C(C)(C)=[Hf](C1C2=CC=C(C=C2C=2C=C(C=CC12)C(C)(C)C)C(C)(C)C)C1C=CC=C1 isopropylidene(cyclopentadienyl)(3,6-di-tert-butyl-fluoren-9-yl)hafnium